((3aR,4R,6R,6aR)-6-(6-chloro-4-(isopropoxyamino)-1H-pyrazolo[3,4-b]pyridin-1-yl)-2,2-dimethyltetrahydrofuro[3,4-d][1,3]dioxol-4-yl)methanol ClC1=CC(=C2C(=N1)N(N=C2)[C@@H]2O[C@@H]([C@@H]1[C@H]2OC(O1)(C)C)CO)NOC(C)C